(S)-4-(1-(2-fluoroethyl)-1H-pyrazol-4-yl)-6-(4-(methoxycarbonyl)phenyl)-3,6-dihydropyridine FCCN1N=CC(=C1)C=1CC=N[C@@H](C1)C1=CC=C(C=C1)C(=O)OC